FC1=C(C=CC(=C1F)OC)C1=CN=C2N1C=CN=C2NC2=CC(=C(C(=O)NCC1CCN(CC1)C(=O)OC(C)(C)C)C=C2)CC tert-butyl 4-[[[4-[[3-(2,3-difluoro-4-methoxy-phenyl)imidazo[1,2-a]pyrazin-8-yl]amino]-2-ethyl-benzoyl]amino]methyl]piperidine-1-carboxylate